C[C@H]1CCC[C@@]2([C@@H](O2)C[C@H](OC(=O)C[C@@H](C(C(=O)[C@@H]([C@H]1O)C)(C)C)O)/C(=C/C3=CSC(=N3)C)/C)C The molecule is an epithilone that is epithilone D in which the double bond in the macrocyclic ring has been oxidised to the corresponding epoxide (the S,S stereoisomer). It has a role as an apoptosis inducer, an antineoplastic agent and a microtubule-stabilising agent. It is an epothilone and an epoxide.